4-(4-((1S,4S)-2,5-diazabicyclo[2.2.1]heptan-2-yl)-6,8-difluoro-2-(((2R,7aS)-2-fluorotetrahydro-1H-pyrrolizin-7a(5H)-yl)methoxy)quinazolin-7-yl)naphthalen-2-ol [C@@H]12N(C[C@@H](NC1)C2)C2=NC(=NC1=C(C(=C(C=C21)F)C2=CC(=CC1=CC=CC=C21)O)F)OC[C@]21CCCN1C[C@@H](C2)F